(R)-2-methyl-N-((S)-1-(3-(((S)-tetrahydrofurane-3-yl)oxy)phenyl)ethyl)propane-2-sulfinamide CC(C)(C)[S@@](=O)N[C@@H](C)C1=CC(=CC=C1)O[C@@H]1COCC1